C(C)(=O)OCC(=O)N1CC2NS(C=3C(OCC2C1)=C(N(C3)C)C(NC3=CC(=C(C(=C3)F)F)F)=O)(=O)=O 2-(7-methyl-5,5-dioxido-8-((3,4,5-trifluorophenyl)carbamoyl)-3a,4,10,10a-tetrahydro-1H,7H-dipyrrolo[3,4-b:3',4'-f][1,4,5]oxathiazocin-2(3H)-yl)-2-oxoethyl acetate